N(C(=N)N)[Y](NC(=N)N)NC(=N)N triguanidinoyttrium